F[P-](F)(F)(F)(F)F.N1(N=NC2=C1C=CC=C2)O[P+](N2CCCC2)(N2CCCC2)N2CCCC2 (benzotriazol-1-yloxy)tripyrrolidinophosphonium Hexafluorophosphate